CN(C)C1=CC=CC=C1N=CC2=CC=CC=C2 dimethylaminobenzylideneaniline